ClC=1C(=NC(=CC1)Cl)C#N 3,6-dichloro-2-pyridinenitrile